The molecule is a hydroxamic acid obtained by formal condensation of the carboxy group of indometacin with the amino group of hydroxylamine. It has a role as a non-steroidal anti-inflammatory drug, an EC 1.14.99.1 (prostaglandin-endoperoxide synthase) inhibitor and a non-narcotic analgesic. It is an organochlorine compound, a N-acylindole, an aromatic ether and a hydroxamic acid. It derives from an indometacin. COC1=CC2=C(C=C1)N(C=C2CC(=O)NO)C(=O)C3=CC=C(C=C3)Cl